N1(CCC1)C(=O)O[C@@H]1CC[C@H](CC1)C(N(C[C@@H]1CC[C@H](CC1)C1=CC(=C(C=C1)OC)C)C1=CC(=CC=C1)C=1C=NN(C1)C1CC1)=O trans-4-((3-(1-Cyclopropyl-1H-pyrazol-4-yl)phenyl)((trans-4-(4-methoxy-3-methylphenyl)cyclohexyl)methyl) carbamoyl)cyclohexyl azetidine-1-carboxylate